(3S,4aS,8aS)-2-[(R)-3-(2-chlorobenzyl-amino)-2-hydroxypropyl]decahydroisoquinoline ClC1=C(CNC[C@H](CN2C[C@H]3CCCC[C@H]3CC2)O)C=CC=C1